NC[C@@]1([C@@H]2CCN(C[C@H]12)C1=CN=C2C(=N1)NN=C2C=2C(=C1C=NN(C1=CC2)CC(=O)N(C)C)Cl)C2=C(C=CC=C2)F 2-(5-(6-((1S,6R,7R)-7-(aminomethyl)-7-(2-fluorophenyl)-3-azabicyclo[4.1.0]heptan-3-yl)-1H-pyrazolo[3,4-b]pyrazin-3-yl)-4-chloro-1H-indazol-1-yl)-N,N-dimethylacetamide